OC1(CCCCC1)COC(NS(=O)(=O)C=1SC(=CC1C1=CC(=C(C=C1)CN1C(=NC=C1)C)F)CC(C)C)=O (1-hydroxycyclohexyl)methyl-(3-(3-fluoro-4-((2-methyl-1H-imidazol-1-yl)methyl)-phenyl)-5-isobutylthiophen-2-yl)sulfonylcarbamate